FCCCCCCCCCCS(=O)(=O)OCCCCCCCCCCCCC tridecyl fluorodecyl-sulfonate